BrC1=C2CC[C@@H](C2=CC=C1)NC=1N=C(C(=NC1C(F)(F)F)CN1C2CCC(C1)(CC2)C(=O)[O-])OC (S)-2-((5-((4-bromo-2,3-dihydro-1H-inden-1-yl) amino)-3-methoxy-6-(trifluoromethyl) pyrazin-2-yl) methyl)-2-azabicyclo[2.2.2]octane-4-carboxylate